1,1-dicyclohexyldodecane C1(CCCCC1)C(CCCCCCCCCCC)C1CCCCC1